O1C2=C(OCC1)C=C(C=C2)C2N(C(C1=CC=CC=C1C2C(=O)O)=O)C2=CC=1CC[C@@H](CC1C=C2)C(=O)OCC |r| 3-(2,3-dihydrobenzo[b][1,4]dioxin-6-yl)-2-((S and R)-6-(ethoxycarbonyl)-5,6,7,8-tetrahydronaphthalen-2-yl)-1-oxo-1,2,3,4-tetrahydroisoquinoline-4-carboxylic acid